(2S,4R)-4-hydroxy-N-((R)-1-(4-(4-methylthiazol-5-yl)phenyl)ethyl)pyrrolidine-2-carboxamide O[C@@H]1C[C@H](NC1)C(=O)N[C@H](C)C1=CC=C(C=C1)C1=C(N=CS1)C